C(C1=CC=CC=C1)NC(C1=CC=C(C=C1)NC(\C(=C(\C=1C=NOC1C)/O)\C#N)=O)=O (Z)-N-benzyl-4-(2-cyano-3-hydroxy-3-(5-methylisoxazol-4-yl)acrylamido)benzamide